N-hydroxy-2-(((2-(6-methoxypyridin-3-yl)-4-morpholinothieno[3,2-d]pyrimidin-6-yl)methyl)(methyl)amino)pyrimidine-5-carboxamide Sodium Salt [Na].ONC(=O)C=1C=NC(=NC1)N(C)CC1=CC=2N=C(N=C(C2S1)N1CCOCC1)C=1C=NC(=CC1)OC